C(=O)(O)[C@H](CC(=O)C1=CC2=C(S1)C=C(C(=C2)NCCCOC=2C=C1CN(CC1=CC2OC)C(C[C@@H](C(=O)O)C)=O)OC)C (S)-4-(5-(3-((2-((S)-3-carboxybutanoyl)-6-methoxybenzo[b]thiophen-5-yl)amino)propoxy)-6-methoxyisoindolin-2-yl)-2-methyl-4-oxobutanoic acid